BrC1=CC(=C(C=C1F)[C@H]1[C@](C(N1)=O)(OC)CC)OC (3R,4S)-4-(4-bromo-5-fluoro-2-methoxyphenyl)-3-ethyl-3-methoxyazetidin-2-one